FC(C(=O)O)(F)F.N[C@H]1C2(CN3N=CC=C31)CCN(CC2)C2=C(C(N(C(=N2)C)C2=C(C(=CC=C2)Cl)Cl)=O)C (S)-6-(4'-amino-4'H,6'H-spiro[piperidine-4,5'-pyrrolo[1,2-b]pyrazol]-1-yl)-3-(2,3-dichlorophenyl)-2,5-dimethylpyrimidin-4(3H)-one (trifluoroacetate)